C(C)(C)C1CC(C2=NC(=C(C=C2OC1)OCCCOC)C=C)=O 7-Isopropyl-3-(3-methoxypropoxy)-2-vinyl-7,8-dihydrooxepino[3,2-b]pyridin-9(6H)-one